FC=1C=C(C(=O)OC)C=C(C1)C=1C(=NC=CC1C)C(F)(F)F methyl 3-fluoro-5-(4-methyl-2-(trifluoromethyl)pyridin-3-yl)benzoate